1-methyl-6-tert-butyl-pseudouridine triphosphate P(O)(=O)(OP(=O)(O)OP(=O)(O)O)OC[C@@H]1[C@H]([C@H]([C@@H](O1)C1=C(N(C(=O)NC1=O)C)C(C)(C)C)O)O